NC1=CC(=NC(=C1C#N)Br)C=1N(C=CN1)C 4-amino-2-bromo-6-(1-methyl-1H-imidazol-2-yl)nicotinonitrile